4-((2-(2-(benzyloxy)-4,6-dihydroxybenzoyl)isoindolin-4-yl)amino)-1-methylpyrrolidin-2-one C(C1=CC=CC=C1)OC1=C(C(=O)N2CC3=CC=CC(=C3C2)NC2CC(N(C2)C)=O)C(=CC(=C1)O)O